CNC[C@H](O)[C@@H](O)[C@H](O)[C@H](O)CO n-methyl-glucamine